C=1C=CNC2=CC3=NC4=NC5=CC=CNC5=CC4=NC3=NC12 4,11-dihydro-4,6,7,11,13,14-hexaazapentacene